4-(3,8-diazabicyclo[3.2.1]-octan-3-yl)-6-chloro-7-(3-chlorobenzo[b]thiophen-4-yl)-8-fluoro-2-(((2R,7aS)-2-fluorotetrahydro-1H-pyrrolizin-7a(5H)-yl)meth-oxy)quinazoline C12CN(CC(CC1)N2)C2=NC(=NC1=C(C(=C(C=C21)Cl)C2=CC=CC=1SC=C(C12)Cl)F)OC[C@]12CCCN2C[C@@H](C1)F